N-(1-cyanocyclopropyl)-1-(5-(difluoromethyl)-1,3,4-thiadiazol-2-yl)-4-fluoro-1H-indazole-6-sulfonamide C(#N)C1(CC1)NS(=O)(=O)C1=CC(=C2C=NN(C2=C1)C=1SC(=NN1)C(F)F)F